(S,2S,5S)-8-(benzyloxy)-2-formyl-5-methyl-7,9-dioxo-N-(2,4,6-trifluorobenzyl)-2,3,4,5,7,9-hexahydro-1,6-methanopyrido[1,2-b][1,2,5]triazonine-10-carboxamide C(C1=CC=CC=C1)OC=1C(C(=CN2N3[C@@H](CC[C@@H](N(C(C21)=O)C3)C)C=O)C(=O)NCC3=C(C=C(C=C3F)F)F)=O